(E)-N'-(6-bromo-2-fluoro-3-methoxybenzylidene)-4-methylbenzenesulfonohydrazide BrC1=CC=C(C(=C1\C=N\NS(=O)(=O)C1=CC=C(C=C1)C)F)OC